NC=1C(=CC(=C(C1)NC1=NC=C(C(=N1)N1CC(C2=NC(=CC=C21)C)(C)C)C(=O)OC(C)C)OC)N2CCN(CC2)C2CC2 isopropyl 2-((5-amino-4-(4-cyclopropyl-piperazin-1-yl)-2-methoxyphenyl) amino)-4-(3,3,5-trimethyl-2,3-dihydro-1H-pyrrolo[3,2-b]pyridin-1-yl)pyrimidine-5-carboxylate